C[C@@H]1[C@@H](CN(C1)CC=1C=C2C=CC(=NC2=CC1)C)OC=1C=C2CN(C(C2=CC1)=O)C1C(NC(CC1)=O)=O 3-(5-(((3S,4S)-4-Methyl-1-((2-methylquinolin-6-yl)methyl)pyrrolidin-3-yl)oxy)-1-oxoisoindolin-2-yl)piperidine-2,6-dione